C(C=CC1=CC=CC=C1)(=O)N(C(C(S)=O)=O)C(C)=O cinnamoyl-diketo-acetylcysteamine